FC1(CN(CC[C@H]1NC1=NN2C(C(=N1)OC)=C(C=C2)C=2C=CC1=C(N(N=N1)C(C)C)C2)C2(COC2)C)F (R)-N-(3,3-difluoro-1-(3-methyloxetan-3-yl)piperidin-4-yl)-5-(1-isopropyl-1H-benzo[d][1,2,3]triazol-6-yl)-4-methoxypyrrolo[2,1-f][1,2,4]triazin-2-amine